N-((S)-(5-((S*)-Cyclopropyl(4,4,4-trifluorobutanamido)methyl)-1H-benzo[d]imidazol-2-yl)(4,4-difluorocyclohexyl)methyl)-1-methyl-1H-pyrazole-5-carboxamide C1(CC1)[C@@H](C1=CC2=C(NC(=N2)[C@@H](NC(=O)C2=CC=NN2C)C2CCC(CC2)(F)F)C=C1)NC(CCC(F)(F)F)=O |o1:3|